1-hexyl-3-vinylimidazolium dihydrogen phosphate P(=O)(O)(O)[O-].C(CCCCC)N1C=[N+](C=C1)C=C